BrC1=NN(C=2C=NN(C(C21)=O)CC2=CC=C(C=C2)OC)CC(=O)OCC ethyl 2-(3-bromo-5-(4-methoxybenzyl)-4-oxo-4,5-dihydro-1H-pyrazolo[3,4-d]pyridazin-1-yl)acetate